COC=1C=C(C=CC1)C1=CC(=NN1C1=C(C=CC=C1)OC(C)C)COC(C(=O)OC)(C)C Methyl 2-([5-(3-methoxyphenyl)-1-[2-(propan-2-yl-oxy)phenyl]-1H-pyrazol-3-yl]methoxy)-2-methylpropanoate